2-bromomethyl-1,3-dichloro-4-fluoro-benzene BrCC1=C(C=CC(=C1Cl)F)Cl